O(C1=CC=CC=C1)C(C(=O)N(N)C(C1=CC=C(C(=O)N(N)C(C(C)OC2=CC=CC=C2)=O)C=C1)=O)C terephthalic acid bis(α-phenoxypropionylhydrazide)